C(C)N1CCN(CC1)C1=CC=C(C=C1)NC1=NNC2=CC(=CC=C12)C1=CC(=C(C(=C1)OC)OC)OC N-(4-(4-ethylpiperazin-1-yl)phenyl)-6-(3,4,5-trimethoxyphenyl)-1H-indazol-3-amine